[C@@H]1(C=C[C@@H](CO)O1)N1C(=O)NC(=O)C=C1 2',3'-didehydro-2',3'-dideoxyuridine